tert-butyl (3S,4R)-4-(5-(2-bromoacetyl)thiophen-2-yl)-4-hydroxy-3-methylpiperidine-1-carboxylate BrCC(=O)C1=CC=C(S1)[C@@]1([C@H](CN(CC1)C(=O)OC(C)(C)C)C)O